C(CCCC)C1=CN=CC=2N=C(N=C(C21)N)C2=CC=NC=C2 n-pentyl-2-(pyridin-4-yl)pyrido[3,4-d]Pyrimidin-4-amine